2-((1H-pyrrolo[2,3-b]pyridin-5-yl)oxy)-4-(4-((6-(4-chlorophenyl)spiro[3.5]non-6-en-7-yl)methyl)piperazin-1-yl)-N-((4-(methylamino)-3-nitrophenyl)sulfonyl)benzamide N1C=CC=2C1=NC=C(C2)OC2=C(C(=O)NS(=O)(=O)C1=CC(=C(C=C1)NC)[N+](=O)[O-])C=CC(=C2)N2CCN(CC2)CC2=C(CC1(CCC1)CC2)C2=CC=C(C=C2)Cl